CC1=C(C=C(C(=C1)C)NC1=NC=CC=C1N)NC1=NC=CC=C1N N,N2'-(4,6-dimethyl-1,3-phenylene)bis(pyridine-2,3-diamine)